L-N-Boc-leucine C(=O)(OC(C)(C)C)N[C@@H](CC(C)C)C(=O)O